C(C=C)OCC(C(=O)OC1CCCCC1)=C Cyclohexyl α-allyloxymethylacrylate